(Z)-3-(trans-4-((tert-butoxycarbonyl)amino)cyclohexyl)-3-(tosyloxy)acrylic acid ethyl ester C(C)OC(\C=C(/OS(=O)(=O)C1=CC=C(C)C=C1)\[C@@H]1CC[C@H](CC1)NC(=O)OC(C)(C)C)=O